ClC1=CC=C(C=C1)N1CCOCC1 4-(4-chlorophenyl)morpholine